2-Ethoxy-4-{6-[2-(7-fluoro-4-methoxy-2-methyl-indol-1-yl)-ethylamino]-pyrimidin-4-yl}-3-methyl-benzoic acid C(C)OC1=C(C(=O)O)C=CC(=C1C)C1=NC=NC(=C1)NCCN1C(=CC2=C(C=CC(=C12)F)OC)C